butyl 4-[(methanesulfonyl)oxy]piperidine-1-carboxylate CS(=O)(=O)OC1CCN(CC1)C(=O)OCCCC